(S)-5-((5-(2-((5,6-diethyl-2,3-dihydro-1H-inden-2-yl)amino)-1-hydroxyethyl)-2-oxo-1,2-dihydroquinolin-8-yl)oxy)pyrazine-2-Carbonitrile C(C)C=1C=C2CC(CC2=CC1CC)NC[C@@H](O)C1=C2C=CC(NC2=C(C=C1)OC=1N=CC(=NC1)C#N)=O